C(C=C)(=O)OC1=C(C=C(C=C1)C=C)OC 4-vinyl-2-methoxyphenol acrylate